N[C@@H](CC#N)C1=CSC=C1 (S)-3-amino-3-(thiophen-3-yl)propionitrile